O=C1ONN2C1=COCC2 3-Oxo-6,7-dihydro-3H-[1,2,3]oxadiazolo[4,3-c][1,4]oxazine